IC1=NN(C2=NC=NC(=C21)N)CC(C)C 3-iodo-1-isobutyl-pyrazolo[3,4-d]pyrimidin-4-amine